N-(3-(4,4-difluoropiperidin-1-yl)-4-(pyridin-3-yl)phenyl)-4-(ethylsulfonamido)-2-(6-azaspiro[2.5]octan-6-yl)benzamide FC1(CCN(CC1)C=1C=C(C=CC1C=1C=NC=CC1)NC(C1=C(C=C(C=C1)NS(=O)(=O)CC)N1CCC2(CC2)CC1)=O)F